4-Fluoro-N-(2'-methoxy-4-((methylamino)methyl)-[1,1'-biphenyl]-2-yl)benzenesulfonamide FC1=CC=C(C=C1)S(=O)(=O)NC1=C(C=CC(=C1)CNC)C1=C(C=CC=C1)OC